tert-butyl (26-hydroxy-3,6,9,12,15,18,21,24-octaoxahexacosyl)carbamate OCCOCCOCCOCCOCCOCCOCCOCCOCCNC(OC(C)(C)C)=O